C(C)(=O)N(C(C)=O)C1=C(C=C(C(=C1)CBr)[N+](=O)[O-])Cl N-acetyl-N-(5-(bromomethyl)-2-chloro-4-nitrophenyl)acetamide